O1[C@@H](COC2=NC=CC=C21)CNC(=O)C2=C(C1=C(CCC3=CN(N=C13)CC1=NC=CC=C1)O2)C |r| N-[(2R/S)-2,3-Dihydro[1,4]dioxino[2,3-b]pyridin-2-ylmethyl]-8-methyl-2-(pyridin-2-ylmethyl)-4,5-dihydro-2H-furo[2,3-g]indazol-7-carboxamid